C[C@@H]1OCCN(C1)C1=NC=2N(C=C1)N=CC2C(=O)OCC (S)-ethyl 5-(2-methylmorpholino)pyrazolo[1,5-a]pyrimidine-3-carboxylate